(5-bromo-2,3-dihydrobenzofuran-7-yl)methanamine-hydrochloride Cl.BrC=1C=C(C2=C(CCO2)C1)CN